2-bromoethylamine BrCCN